3-[(2-chloro-6-fluorophenyl)methyl]-4-{[6-(trifluoromethyl)pyridin-3-yl]methyl}-4,5-dihydro-1,2,4-oxadiazol-5-one ClC1=C(C(=CC=C1)F)CC1=NOC(N1CC=1C=NC(=CC1)C(F)(F)F)=O